3-[[6-[3-(Difluoromethoxy)-4-fluoro-phenyl]pyrazin-2-yl]methyl]oxazolidin FC(OC=1C=C(C=CC1F)C1=CN=CC(=N1)CN1COCC1)F